C(C)(C)(C)OC(NC(C(=O)N(C)OC)C1COCC1)=O.C(CCCCCCC)C1=CSC=C1 3-Octyl-thiophene tert-butyl-N-[2-[methoxy(methyl)amino]-2-oxo-1-tetrahydrofuran-3-yl-ethyl]carbamate